C(C)(C)(C)SC(C1=CC(=C(OCCN2CCN(CC2)S(=O)(=O)C2=C(C=CC=C2)Cl)C=C1)OC)SC(C)(C)C 1-(2-(4-(bis(t-butylsulfanyl)methyl)-2-methoxyphenoxy)ethyl)-4-((2-chlorophenyl)sulfonyl)piperazine